C1(CC1)C1=NC=NC(=C1C1=NC2=NC=C(N=C2C(=N1)NCC1=CC=C(C=C1)C=1N(C=C(N1)C(F)(F)F)C)OC)OC 2-(4-cyclopropyl-6-methoxy-pyrimidin-5-yl)-6-methoxy-N-[[4-[1-methyl-4-(trifluoromethyl)imidazol-2-yl]phenyl]methyl]pteridin-4-amine